FC=1C=CC(=NC1)C1(CCOC2(CCCC2)C1)CC#N 2-[9-(5-fluoro-pyridin-2-yl)-6-oxaspiro[4.5]decan-9-yl]acetonitrile